(4-Chloro-3-(2-(methylthio)-8,9-dihydroimidazo[1',2':1,6]pyrido[2,3-d]pyrimidin-6-yl)phenyl)-4-(trifluoromethyl)picolinamide ClC1=C(C=C(C=C1)C=1C(=NC=CC1C(F)(F)F)C(=O)N)C1=CC2=C(N=C(N=C2)SC)N2C1=NCC2